methyl (2S,4E)-4-[[1-(benzyloxycarbonylamino)cyclopropyl]methylene]-5-oxo-pyrrolidine-1,2-dicarboxylate C(C1=CC=CC=C1)OC(=O)NC1(CC1)\C=C\1/C[C@H](N(C1=O)C(=O)OC)C(=O)[O-]